C(C)(C)N1N=C(C=2C1=NC=NC2N)C=2NC1=CC=CC(=C1C2)C 1-isopropyl-3-(4-methyl-1H-indol-2-yl)-1H-pyrazolo[3,4-d]pyrimidin-4-amine